1-[(5-bromo-2-pyridyl)methyl]-3-methyl-hexahydropyrimidin-2-one BrC=1C=CC(=NC1)CN1C(N(CCC1)C)=O